NC1=NN2C(C=C(C=C2)C=2C=NC(=C(C(=O)N(C)[C@H](C)C3=C(C=CC(=C3)OC(F)(F)F)F)C2)C)=N1 (R)-5-(2-amino-[1,2,4]triazolo[1,5-a]pyridin-7-yl)-N-(1-(2-fluoro-5-(trifluoromethoxy)phenyl)ethyl)-N,2-dimethylnicotinamide